4-[4-(2-amino-1-hydroxyethyl)-3-hydroxyphenyl]-3-(2-methyl-6-morpholin-4-ylpyrimidin-4-yl)oxybenzonitrile NCC(O)C1=C(C=C(C=C1)C1=C(C=C(C#N)C=C1)OC1=NC(=NC(=C1)N1CCOCC1)C)O